OC(C)(C)C=1C(=CC(=NC1)N1N=CC(=C1)S(=O)(=O)NC=1C=CC=C2C=NN(C12)C)C 1-(5-(2-HYDROXYPROPAN-2-YL)-4-METHYLPYRIDIN-2-YL)-N-(1-METHYL-1H-INDAZOL-7-YL)-1H-PYRAZOLE-4-SULFONAMIDE